5-dimethylaminoaniline CN(C=1C=CC=C(N)C1)C